NC1=C(SC2=NC(=CC(=C21)C)C)C(=O)NC2CC=1C=CC(=NC1CC2)N2CC1(OCC(O1)(C)C)C(C2)N 3-amino-N-(2-{9-amino-2,2-dimethyl-1,4-dioxa-7-azaspiro[4.4]nonan-7-yl}-5,6,7,8-tetrahydroquinolin-6-yl)-4,6-dimethylthieno[2,3-b]pyridine-2-carboxamide